5-amino-N-(2-hydroxy-2-methylpropyl)-3-methyl-6-phenylpyridinecarboxamide NC=1C=C(C(=NC1C1=CC=CC=C1)C(=O)NCC(C)(C)O)C